(3-(methoxymethoxy)-2,6-dimethylphenyl)boronic acid COCOC=1C(=C(C(=CC1)C)B(O)O)C